ClCCC1=NC(=NO1)C1=CC=C(C=C1)Cl 5-(2-chloroethyl)-3-(4-chlorophenyl)-1,2,4-oxadiazole